C1=CC=CC=2C3=CC=CC=C3CC12 [9H]fluoren